CC=1N=C(SC1C(=O)NC1CN(C1)C(=O)OC(C)(C)C)C=C tert-Butyl 3-(4-methyl-2-vinylthiazole-5-carboxamido)azetidine-1-carboxylate